4-(4-chloro-1-((3,3-difluorocyclopentyl)methyl)-3-(1,1-difluoroethyl)-1H-pyrazole-5-carboxamido)picolinamide ClC=1C(=NN(C1C(=O)NC1=CC(=NC=C1)C(=O)N)CC1CC(CC1)(F)F)C(C)(F)F